C1=CC=CC=2C3=CC=CC=C3C(C12)COC(=O)N1CCC(CC1)C(=O)O piperidine-1,4-dicarboxylic acid mono-(9H-fluoren-9-ylmethyl) ester